2-oxo-1'-[2-({1-[(cis)-3-hydroxy-3-methylcyclobutyl]-1H-pyrrolo[2,3-b]pyridin-5-yl}oxy)ethyl]-1,2-dihydrospiro[indole-3,4'-piperidine]-5-carbonitrile O=C1NC2=CC=C(C=C2C12CCN(CC2)CCOC=2C=C1C(=NC2)N(C=C1)C1CC(C1)(C)O)C#N